(2-bromo-5-fluorophenyl)-1,3-dioxolane BrC1=C(C=C(C=C1)F)C1OCCO1